C(C)(C)(C)OC(=O)N1[C@@H](CN(CC1)C=1C(=CC=2N=CN=C(C2N1)NC1=C(C=C(C=C1)OC1=CC=2N(C=C1)N=CN2)F)Br)CO (2S)-4-{7-bromo-4-[(2-fluoro-4-{[1,2,4]triazolo[1,5-a]pyridin-7-yloxy}phenyl)amino]pyrido[3,2-d]pyrimidin-6-yl}-2-(hydroxymethyl)piperazine-1-carboxylic acid tert-butyl ester